methyl 2-[3-[2-(p-tolylsulfonyloxy)ethoxy]propoxy]acetate C1(=CC=C(C=C1)S(=O)(=O)OCCOCCCOCC(=O)OC)C